C1[C@@H]([C@H](OC2=CC(=CC(=C21)O)O)C3=CC(=C(C=C3)O)O)O (+)-3',4',5,7-Tetrahydroxy-2,3-trans-flavan-3-ol